C(CCC)C(C=C(CCCC)CCCC)[Sn] tributylallyl-tin